C1(CC1)C=1SC2=C(N(C(N=C2N(C)C)=O)C=2C=C(C(=O)NC3=C(C=CC=C3)F)C=CC2)N1 3-[2-cyclopropyl-7-(dimethylamino)-5-oxo-[1,3]thiazolo[4,5-d]pyrimidin-4-yl]-N-(2-fluorophenyl)benzamide